C1(=CC=CC=C1)COC(=O)C1CNCC1 pyrrolidine-3-carboxylic acid phenylmethyl ester